9,10-bisoctanoyloxyanthracene tert-butyl-9-((1-(3-(2,6-dioxopiperidin-3-yl)-1-methyl-1H-indazol-6-yl)piperidin-4-yl)methyl)-3,9-diazaspiro[5.5]undecane-3-carboxylate C(C)(C)(C)OC(=O)N1CCC2(CC1)CCN(CC2)CC2CCN(CC2)C2=CC=C1C(=NN(C1=C2)C)C2C(NC(CC2)=O)=O.C(CCCCCCC)(=O)OC=2C1=CC=CC=C1C(=C1C=CC=CC21)OC(CCCCCCC)=O